Cl(=O)(=O)[O-].[Mg+2].Cl(=O)(=O)[O-] magnesium chlorate